C(#N)[C@H](C[C@H]1C(NCC1)=O)NC(=O)[C@H]1N([C@@H]2CC([C@H]1CC2)(F)F)C(=O)OC(C)(C)C tert-butyl (1S,3S,4S)-3-[[(1S)-1-cyano-2-[(3S)-2-oxopyrrolidin-3-yl]ethyl]carbamoyl]-5,5-difluoro-2-azabicyclo[2.2.2]octane-2-carboxylate